1-(4-butylcyclohexyl)methanamine C(CCC)C1CCC(CC1)CN